2-cyano-N'-hydroxyacetamidine C(#N)CC(=NO)N